(N-ethyl-2-(4-hydroxytetrahydro-2H-pyran-4-yl)-N-methylAcetamide) C(C)N(C(CC1(CCOCC1)O)=O)C